1-(2-{[2-Chloro-4-fluoro-5-(7-morpholin-4-yl-quinazolin-4-yl)-phenyl]hydroxy-methyl}thiazol-4-yl)-ethanol ClC1=C(C=C(C(=C1)F)C1=NC=NC2=CC(=CC=C12)N1CCOCC1)C(C=1SC=C(N1)C(C)O)O